(Z)-1-(3-(2-(1-methoxyethyl)-5-methylphenyl)-4-oxothiazolidin-2-ylidene)-3-(2-methyl-4-(1-(5-(trifluoromethoxy)pyridin-2-yl)-1H-1,2,4-triazol-3-yl)phenyl)urea COC(C)C1=C(C=C(C=C1)C)N1/C(/SCC1=O)=N/C(=O)NC1=C(C=C(C=C1)C1=NN(C=N1)C1=NC=C(C=C1)OC(F)(F)F)C